CC1(C2=CC(=CC=C2C=2C=CC(=CC12)N(C1=CC=2C(C3=CC(=CC=C3C2C=C1)N(C1=CC=CC=C1)C1=CC=CC=C1)(C)C)C1=CC=CC=C1)N(C1=CC=2C(C3=CC(=CC=C3C2C=C1)N(C1=CC=CC=C1)C1=CC=CC=C1)(C)C)C1=CC=CC=C1)C N2,N2'-(9,9-dimethyl-9H-fluorene-2,7-diyl)bis(9,9-dimethyl-N2,N7,N7-triphenyl-9H-fluorene-2,7-diamine)